C=1(C(=C(C(=CC1)O)O)C=1C(=CC=CC1)O)O biphenoldiol